Cyclopropyl-5-(2-thienyl)-3-isoxazolecarboxamide C1(CC1)C=1C(=NOC1C=1SC=CC1)C(=O)N